2,2-bis(3'-cyclohexyl-4'-hydroxyphenyl)propane C1(CCCCC1)C=1C=C(C=CC1O)C(C)(C)C1=CC(=C(C=C1)O)C1CCCCC1